(S)-2-((2S,3R)-3-amino-2-hydroxy-4-phenylbutanamido)-3-(3-fluoro-4-(trifluoromethoxy)phenyl)propanoic acid N[C@@H]([C@@H](C(=O)N[C@H](C(=O)O)CC1=CC(=C(C=C1)OC(F)(F)F)F)O)CC1=CC=CC=C1